NC1=C2C(=NC=N1)N(N=C2C2=CC=C(C=C2)OC2=CC=CC=C2)C2CCC(CC2)N2CCN(CC2)C(=O)OC(C)(C)C tert-butyl 4-((1r,4r)-4-(4-amino-3-(4-phenoxyphenyl)-1H-pyrazolo[3,4-d]pyrimidin-1-yl)cyclohexyl)piperazine-1-carboxylate